methyl 9-(4-((1-(3,3-difluoropropyl)azetidin-3-yl)methyl)phenyl)-8-(4,4,5,5-tetramethyl-1,3,2-dioxaborolan-2-yl)-6,7-dihydro-5H-benzo[7]annulene-3-carboxylate FC(CCN1CC(C1)CC1=CC=C(C=C1)C1=C(CCCC2=C1C=CC(=C2)C(=O)OC)B2OC(C(O2)(C)C)(C)C)F